N'-benzyl-N'-[(6-methyl-2-pyridyl)methyl]oxamide C(C1=CC=CC=C1)N(C(C(N)=O)=O)CC1=NC(=CC=C1)C